CC(C(=O)O)C(CCCCC=C)C 2,3-dimethyl-8-nonenoic acid